C(CCC)SC1=CC=2C(=NC(=CC2)C2=CC=CC=C2)S1 2-(butylthio)-6-phenylthieno[2,3-b]pyridine